C(#N)C1=C(N=CC2=C1C(N=C1N2NC(=C1)C)=O)N1CCN(CC1)C1CC1 6-cyano-7-(4-cyclopropylpiperazin-1-yl)-2-methyl-5-oxopyrazolo[1,5-a]pyrido[4,3-e]pyrimidine